2-(2,2-difluoroethoxylethoxy)-1,1,1-trifluoroethane FC(COCCOCC(F)(F)F)F